2-tert-butyl-N-{[3-(8-{[(3S,4R)-3-fluoro-1-methylpiperidin-4-yl]amino}-3-[(trifluoromethyl)sulfanyl]indolizin-2-yl)-1,2,4-oxadiazol-5-yl]methyl}-1,3-oxazole-5-carboxamide C(C)(C)(C)C=1OC(=CN1)C(=O)NCC1=NC(=NO1)C=1C=C2C(=CC=CN2C1SC(F)(F)F)N[C@H]1[C@H](CN(CC1)C)F